BrC(C(=O)NNC1=NC=C(N=C1)C=1C=NC(=C(C1)F)OC(C(F)F)C)(F)F 2-bromo-N'-[5-[6-(2,2-difluoro-1-methyl-ethoxy)-5-fluoro-3-pyridyl]pyrazin-2-yl]-2,2-difluoro-acetohydrazide